(3R)-1-[[2-[[4-[[2-(6-methyl-2-pyridyl)pyrimidin-4-yl]amino]pyrimidin-2-yl]amino]thiazol-4-yl]methyl]piperidine-3-carboxylic acid CC1=CC=CC(=N1)C1=NC=CC(=N1)NC1=NC(=NC=C1)NC=1SC=C(N1)CN1C[C@@H](CCC1)C(=O)O